2,2,2-trifluoro-1-(9-anthryl)ethanol FC(C(O)C=1C2=CC=CC=C2C=C2C=CC=CC12)(F)F